4H-1,16-ethenopyrazolo[4,3-g][1,5,9,11]benzoxatriazacyclotetradecin-4-one N12N=CC=3C(N=CC=COC4=C(C=NC(=NC31)C=C2)C=CC=C4)=O